C1=CC2=C(C=CN2)C(=C1)O The molecule is a member of the class of hydroxyindoles that is 1H-indole substituted by a hydroxy group at position 4. It is a member of phenols and a member of hydroxyindoles.